[Si](C)(C)(C(C)(C)C)OC(C)C=1N=C(SC1S(=O)(=O)N)C(C)(C)O 4-(1-(tert-butyldimethylsilyloxy)ethyl)-2-(2-hydroxypropan-2-yl)thiazole-5-sulfonamide